3,5-bis(tertiary butyl)-4-hydroxyphenyl-propionyl chloride C(C)(C)(C)C=1C=C(C=C(C1O)C(C)(C)C)CCC(=O)Cl